5-benzyl-19-(2,6-dimethylphenyl)-4,4-dimethyl-2-oxa-15λ6-thia-5,9,16,18,21-pentaazatetracyclo[15.3.1.13,7.110,14]tricosa-1(21),10,12,14(22),17,19-hexaene-8,15,15-trione C(C1=CC=CC=C1)N1C(C2OC=3C=C(N=C(NS(C=4C=CC=C(NC(C(C1)C2)=O)C4)(=O)=O)N3)C3=C(C=CC=C3C)C)(C)C